6-Methyl-3-phenoxydibenzo[c,f][1,2]thiazepin CN1SC2=C(CC3=C1C=CC=C3)C=CC(=C2)OC2=CC=CC=C2